1,6,7-trihydroxyxanthone OC1=CC=CC=2OC3=CC(=C(C=C3C(C12)=O)O)O